N2-(4-chlorobenzyl)-N3-(4-chlorophenyl)quinoxaline-2,3-diamine ClC1=CC=C(CNC2=NC3=CC=CC=C3N=C2NC2=CC=C(C=C2)Cl)C=C1